C(C)(=O)OC1C(OCCC1OC(C)=O)C 2-methyltetrahydro-2H-pyran-3,4-diyl diacetate